NC1=NC2=CC(=CC=C2C(=C1)NC12CC(C1)(C2)CO)C2=CC=NN2 (3-((2-amino-7-(1H-pyrazol-5-yl)quinolin-4-yl)amino)bicyclo[1.1.1]pentan-1-yl)methanol